ClC=1C=CC(=C(C1)C1=CC(=CN=N1)NC1=CC(=NC=C1)NC(CCCN1CCOCC1)=O)F N-(4-{[6-(5-Chloro-2-Fluorophenyl)Pyridazin-4-yl]Amino}Pyridin-2-yl)-4-(Morpholin-4-yl)Butanamid